[N+](=O)([O-])CC1(COC1)N[C@H](C(=O)[O-])CCC1=CC=CC=C1 (S)-2-((3-(nitromethyl) oxetan-3-yl) amino)-4-phenylbutyrate